(E)-2-(4-fluorobenzylidene)-5-chloro-2,3-dihydro-1H-indene FC1=CC=C(\C=C\2/CC3=CC=C(C=C3C2)Cl)C=C1